C1(CCCCC1)C1=C(C=NC=2N1N=CC2)NC(=O)NC=2C=NC(=C(C2)C)C2=NOC(=N2)CCCCC(=O)N2CCN(CC2)C=2C=C1CN(C(C1=CC2)=O)C2C(NC(CC2)=O)=O 1-(7-cyclohexylpyrazolo[1,5-a]pyrimidin-6-yl)-3-[6-[5-[5-[4-[2-(2,6-dioxo-3-piperidyl)-1-oxo-isoindolin-5-yl]piperazin-1-yl]-5-oxo-pentyl]-1,2,4-oxadiazol-3-yl]-5-methyl-3-pyridyl]urea